(R)-2-(6,7-diphenylquinoxalin-2-yl)-4-phenyl-4,5-dihydro-oxazole C1(=CC=CC=C1)C=1C=C2N=CC(=NC2=CC1C1=CC=CC=C1)C=1OC[C@H](N1)C1=CC=CC=C1